CN1C(N(C=CC1=O)CC=1SC(=CC1)C1=C(C(=C(C(=C1)F)F)OC)F)=O 3-methyl-1-((5-(2,4,5-trifluoro-3-methoxyphenyl)thiophen-2-yl)methyl)pyrimidine-2,4(1H,3H)-dione